The molecule is an amino cyclitol glycoside that is 2-deoxystreptamine in which the pro-R hydroxy group is substituted by a 6-dehydro-alpha-D-glucosyl residue. It is an amino cyclitol glycoside and an aldehyde. It derives from a 2-deoxystreptamine. It is a conjugate acid of a 2'-deamino-2'-hydroxy-6'-dehydroparomamine(2+). C1[C@H]([C@@H]([C@H]([C@@H]([C@H]1N)O[C@@H]2[C@@H]([C@H]([C@@H]([C@H](O2)C=O)O)O)O)O)O)N